2-[(4-{2-[(4-chloro-2-fluorobenzyl)oxy]pyrimidin-4-yl}piperidin-1-yl)methyl]-1-[(1-ethyl-1H-1,2,3-triazol-5-yl)methyl]-1H-benzimidazole-6-carboxylic acid ClC1=CC(=C(COC2=NC=CC(=N2)C2CCN(CC2)CC2=NC3=C(N2CC2=CN=NN2CC)C=C(C=C3)C(=O)O)C=C1)F